C(=O)[O-] (11R)-format